ClC=1C(=NC=CN1)C1=NOC(N1)=O 3-(3-chloropyrazin-2-yl)-4H-1,2,4-oxadiazol-5-one